C(C)OCCOCCOCCOCC(=O)O 2-{2-[2-(2-ethoxyethoxy)ethoxy]ethoxy}acetic acid